ClC1=NN2C(C=N1)=C(C=C2C2(CCC2)CC)Cl 2,5-dichloro-7-(1-ethylcyclobutyl)pyrrolo[2,1-f][1,2,4]triazine